methyl-(S)-((4-(2-((tert-butoxycarbonyl)amino)-3-methoxy-3-oxopropyl)-3-fluorophenoxy)methyl)boronic acid COB(O)COC1=CC(=C(C=C1)C[C@@H](C(=O)OC)NC(=O)OC(C)(C)C)F